CC=1C=C(C=CC1)[I+]C1=C(C=C(C=C1C)C)C (3-methylphenyl)(2,4,6-trimethylphenyl)iodonium